(3-((5-((6-amino-8-bromo-2-fluoro-9H-purin-9-yl)methyl)-2-methoxybenzyl)oxy)phenyl)methanol NC1=C2N=C(N(C2=NC(=N1)F)CC=1C=CC(=C(COC=2C=C(C=CC2)CO)C1)OC)Br